C(CCCCCCC)OCCCCCCCCCCCCCO[Zr] octoxytridecoxyzirconium